eicosyl-diethyl-methyl-ammonium chloride [Cl-].C(CCCCCCCCCCCCCCCCCCC)[N+](C)(CC)CC